ICCCS(=O)(=O)[O-] iodopropylsulfonate